(1r,2S,5S)-3-[(2S)-2-(methoxycarbonylamino)-3,3-dimethyl-butyryl]-6,6-dimethyl-3-azabicyclo[3.1.0]hexane-2-carboxylic acid methyl ester COC(=O)[C@@H]1[C@H]2C([C@H]2CN1C([C@H](C(C)(C)C)NC(=O)OC)=O)(C)C